tert-butyl (R)-3-((3-(2-methoxy-4-(trifluoromethyl)phenyl)-4-methyl-5-oxo-4,5-dihydro-1,2,4-triazin-6-yl)amino)piperidine-1-carboxylate COC1=C(C=CC(=C1)C(F)(F)F)C1=NN=C(C(N1C)=O)N[C@H]1CN(CCC1)C(=O)OC(C)(C)C